[3-(2-fluoro-4-iodo-phenoxy)propyl]-2-(methylamino)thiazole-4-carboxylic acid methyl ester COC(=O)C=1N=C(SC1CCCOC1=C(C=C(C=C1)I)F)NC